C(C1=CC=CC=C1)OC1=CC=C(C=C1)Br 1-(Benzyloxy)-4-bromobenzol